O.[F-].[Ga+3].[F-].[F-] gallium fluoride hydrate